3-(N,N-dimethylaminomethylidene)amino-3H-1,2,4-dithiazole-5-thion CN(C)C=NC1SSC(N1)=S